C1N(CC12CCOCC2)C2=CC(=NC=N2)N2NC(C(=C2)N2N=NC=C2)[O-].[Na+] sodium 1-(6-(7-oxa-2-azaspiro[3.5]non-2-yl) pyrimidin-4-yl)-4-(1H-1,2,3-triazol-1-yl)-1,2-dihydro-3H-pyrazole-3-olate